methyl-4-[(1-methylcyclopropyl)amino]-N-(2-{8-oxa-3-azabicyclo[3.2.1]oct-3-yl}pyrimidin-5-yl)furo[2,3-d]pyrimidine-5-carboxamide CC=1N=C(C2=C(N1)OC=C2C(=O)NC=2C=NC(=NC2)N2CC1CCC(C2)O1)NC1(CC1)C